NC1=C(C=C(OC2=NC=CC=C2C2=NC(=NC=C2)NC2CCC(CC2)N)C=C1)F (1r,4r)-N1-(4-(2-(4-amino-3-fluorophenoxy)pyridin-3-yl)pyrimidin-2-yl)cyclohexane-1,4-diamine